C(CC)(=O)N1CCNCC1 1-propionylpiperazine